Technetium heptaoxide [Tc](=O)(=O)(=O)(=O)(=O)(=O)=O